N1C(CCCC1)=O 2R-piperidone